C(C)(C)(C)OC(=O)N1CCC(CC1)OCC#CC1=CC=2N(C=C1)C(=CN2)N2C(NC(CC2)=O)=O Tert-butyl-4-[3-[3-(2,4-dioxohexahydropyrimidin-1-yl)imidazo[1,2-a]pyridin-7-yl]prop-2-ynoxy]piperidine-1-carboxylate